ClC=1C=C(C=NC1)N1C(N(C(CC1)=O)CC1=CC=C(C=C1)OC)=O 1-(5-chloropyridin-3-yl)-3-(4-methoxybenzyl)dihydropyrimidine-2,4(1H,3H)-dione